CC1=C(C=CC=C1)CN1C(CCC1=O)C(C(=O)O)=O 2-{1-[(2-Methylphenyl)methyl]-5-oxopyrrolidin-2-yl}-2-oxoacetic Acid